ClC1=CC=C(C=C1)C1=C2C(CCC(C2=CC=C1C)(C)C)(C)C 5-(4-chlorophenyl)-1,1,4,4,6-pentamethyl-1,2,3,4-tetrahydronaphthalene